CC1(OC([C@@H](O1)CCO)(C)C)C (S)-2-(2,2,5,5-tetramethyl-1,3-dioxolan-4-yl)ethan-1-ol